2-mercaptobenzothiazole SC=1SC2=C(N1)C=CC=C2